C1(=CC=CC=C1)N(C1=CC=CC=C1)CCCCCCCCCCCCCCCCCC N,N-diphenyl-octadecylamine